C(C1=CC=CC=C1)OC=1C=C(C=CC1Br)CC(C(C)C)N 1-(3-(benzyloxy)-4-bromophenyl)-3-methylbutan-2-amine